[N+](=O)([O-])C=1C=C(C=CC1)/C=C/C(=O)OC methyl (E)-3-(3-nitrophenyl)acrylate